2-(7-chloro-3-oxo-2,3-dihydro-4H-benzo[b][1,4]thiazin-4-yl)acetic acid ClC=1C=CC2=C(SCC(N2CC(=O)O)=O)C1